N-(2-((cis)-4-aminocyclohexyl)-4-(4-cyano-1-methyl-1H-pyrazol-5-yl)phenyl)-2-(2-fluoro-6-methoxyphenyl)pyrimidine-4-carboxamide N[C@H]1CC[C@H](CC1)C1=C(C=CC(=C1)C1=C(C=NN1C)C#N)NC(=O)C1=NC(=NC=C1)C1=C(C=CC=C1OC)F